ethyl 2,2,3,3,4,4,4-heptafluorobutyrate FC(C(=O)OCC)(C(C(F)(F)F)(F)F)F